NC1=CC=C2C(NC(C2=C1)=O)C1=C(NC2=CC=CC=C12)CN1CCCC1 6-amino-3-{2-[(pyrrolidin-1-yl)methyl]-1H-indol-3-yl}-2,3-dihydro-1H-isoindol-1-one